C(C)(C)C(=O)C=CC1=CC(=C(C=C1)OC)OCCCOC isopropyl-3-[4-methoxy-3-(3-methoxypropoxy)phenyl]acrolein